CN1C(=NN=C1)SC(C)C=1C=C(C=CC1)N1N=CC(=N1)C1=CC=C(C#N)C=C1 4-(2-(3-(1-(4-methyl-4H-1,2,4-triazol-3-ylthio)ethyl)phenyl)-2H-1,2,3-triazol-4-yl)benzonitrile